N1=C(C=CC=C1)C1=NNC=N1 3-(2-pyridyl)-1,2,4-triazole